5-chloro-2-isopropyl-anilinebenzyl-5-chloropyrazine ClC=1C=CC(=C(NC2=CC=CC=C2CC2=NC=C(N=C2)Cl)C1)C(C)C